ClC1=NC(=CC(=C1)C=1C=2N(C(=NC1C1=CC=C(C=C1)F)N)N=NN2)C(F)(F)F 8-(2-chloro-6-(trifluoromethyl)pyridin-4-yl)-7-(4-fluorophenyl)tetrazolo[1,5-c]pyrimidin-5-amine